C(C)(C)(C)N(C(O)=O)[C@H]1C(N(CC1)CC(F)(F)F)=O.NC=1N=C2N(C=C(C=C2)C2=C3C(=NC=C2)NC=C3)C1C(=O)[C@H]1[C@H](C1)F (2-amino-6-(1H-pyrrolo[2,3-b]pyridin-4-yl)imidazo[1,2-a]pyridin-3-yl)((1s,2s)-2-fluorocyclopropyl)methanone tert-Butyl-(R)-(2-oxo-1-(2,2,2-trifluoroethyl)pyrrolidin-3-yl)carbamate